C(CCCCCCCCCCCCCC)(=O)[O-].[Fr+] Francium pentadecanoate